FC1=C(C(=C(C(=C1C[B-](CC1=C(C(=C(C(=C1F)F)F)F)F)(CC1=C(C(=C(C(=C1F)F)F)F)F)CC1=C(C(=C(C(=C1F)F)F)F)F)F)F)F)F.COC1=C(C2=CC=CC=C2C=C1)C(C1=C(C=CC2=CC=CC=C12)OC)[SH2+] di(methoxynaphthyl)methylsulfonium tetrakis(pentafluorobenzyl)borate